2-chloro-5,5-dimethyl-4-(triphenylen-2-yl)-5H-indeno[1,2-d]Pyrimidine ClC=1N=C(C2=C(N1)C1=CC=CC=C1C2(C)C)C2=CC=1C3=CC=CC=C3C3=CC=CC=C3C1C=C2